C(C)O[Si](CC[Si](OCC)(OCC)OCC)(OCC)OCC 1,2-Bis(triethoxysilyl)ethan